FC(C=1C=C(C=C(C1)C(F)(F)F)C=1N=NN(C1)CC(=O)NN)(F)F 2-[4-(3,5-Ditrifluoromethylphenyl)-1H-1,2,3-triazol-1-yl]acethydrazide